CC1=CC=C(C=C1)S(=O)(=O)OCCOCCOCCOCCOCCOCCOCCN(C)C(=O)OC(C)(C)C 2-[[2-[2-[2-[2-[2-[tert-butoxycarbonyl(methyl)amino]ethoxy]ethoxy]ethoxy]ethoxy]ethoxy]ethoxy]ethyl 4-methylbenzenesulfonate